sodium cyclobutaneate C1(CCC1)C(=O)[O-].[Na+]